N-cyclopropyl-2-(4,4-difluorocyclohex-1-en-1-yl)-N-methyl-3-nitropyridin-4-amine C1(CC1)N(C1=C(C(=NC=C1)C1=CCC(CC1)(F)F)[N+](=O)[O-])C